BrC=1C(=C(COC2=CC(=C(C=O)C=C2)OC)C=CC1)C 4-((3-bromo-2-methylbenzyl)oxy)-2-methoxybenzaldehyde